(2S,4S)-1-[2-[4-[(2-bromo-4-pyridinyl)amino]-1-piperidinyl]acetyl]-4-fluoro-pyrrolidine-2-carbonitrile BrC1=NC=CC(=C1)NC1CCN(CC1)CC(=O)N1[C@@H](C[C@@H](C1)F)C#N